4-(5-(((tert-Butylcarbamoyl)oxy)amino)-2-carboxy-5-oxopentyl)benzoic acid C(C)(C)(C)NC(=O)ONC(CCC(CC1=CC=C(C(=O)O)C=C1)C(=O)O)=O